C(CCCCCCC=C)[SiH]([SiH3])CC 8-nonenyl-ethyl-disilane